C(CCCCC=C)[Si](OCC)(C)C 6-heptenyldimethylethoxysilane